C(CCCCCCC)C1=CC=C(C=C1)CCN1CCC(CC1)N 1-[2-(4-Octylphenyl)ethyl]piperidin-4-amine